nonafluoron-butanesulfonyl chloride FC(C(C(S(=O)(=O)Cl)(F)F)(F)F)(C(F)(F)F)F